4-(4-cyanophenyl)-2-methylpiperidine-1-carboxylic acid tert-butyl ester C(C)(C)(C)OC(=O)N1C(CC(CC1)C1=CC=C(C=C1)C#N)C